(rac)-tert-Butyl 6-(3-(1,1-difluoroethyl)phenyl)-6-hydroxy-2-azaspiro[3.4]octane-2-carboxylate FC(C)(F)C=1C=C(C=CC1)[C@@]1(CC2(CN(C2)C(=O)OC(C)(C)C)CC1)O |r|